C(C)(C)NC(O[C@H]1CN(CC1(F)F)C1=CC(=NC(=N1)C)C=1C(NC(NC1)=O)=O)=O (S)-4,4-difluoro-1-(2-methyl-2',4'-dioxo-1',2',3',4'-tetrahydro-[4,5'-bipyrimidin]-6-yl)pyrrolidin-3-yl isopropylcarbamate